diricinoleylamine C(CCCCCCC\C=C/C[C@H](O)CCCCCC)NCCCCCCCC\C=C/C[C@H](O)CCCCCC